ClC1=C(C=C(C=C1)OC)C1=CC=2NC(N(C(C2S1)=O)C1=CN=CC2=CC=CC=C12)=O 6-(2-chloro-5-methoxyphenyl)-3-(isoquinolin-4-yl)thieno[3,2-d]pyrimidine-2,4(1H,3H)-dione